tetraglycidyl-benzenedimethanamine C(C1CO1)C(N)(C=1C(=CC=CC1)C(N)(CC1CO1)CC1CO1)CC1CO1